3-(p-dimethylaminophenyl)-3-{1,1-bis(p-dimethylaminophenyl)ethen-2-yl}-6-dimethylaminophthalide CN(C1=CC=C(C=C1)C1(OC(=O)C2=CC(=CC=C12)N(C)C)C=C(C1=CC=C(C=C1)N(C)C)C1=CC=C(C=C1)N(C)C)C